[Fe].[Co] Cobalt-iron